NC1=NNC2=CC(=CC(=C12)OC)C1=CC=C(C=N1)NS(=O)(=O)C1=C(C=CC(=C1)OC)F N-(6-(3-amino-4-methoxy-1H-indazol-6-yl)pyridin-3-yl)-2-fluoro-5-methoxybenzenesulfonamide